2,4,5-trifluoro-3-methoxybenzamide FC1=C(C(=O)N)C=C(C(=C1OC)F)F